CC=1C=CC2=C(C(=NO2)C(=O)N2CC[C@@H]3N(C([C@H](C2)NC(=O)C2=CC=C4C=CC(=NC4=C2)CP(O)(O)=O)=O)[C@@H](CC3)C(=O)N3CCOCC3)C1 ((7-(((5S,8S,10aR)-3-(5-methylbenzo[d]isoxazole-3-carbonyl)-8-(morpholine-4-carbonyl)-6-oxodecahydropyrrolo[1,2-a][1,5]diazocin-5-yl)carbamoyl)quinolin-2-yl)methyl)phosphonic acid